N1CC(C1)NC(=O)C1CNC(CC1)C1=C(C(=CC=C1O)Cl)Cl N-(azetidin-3-yl)-6-(2,3-dichloro-6-hydroxyphenyl)piperidine-3-carboxamide